2-Hydroxymethyl-4-methyl-6-nitrophenol OCC1=C(C(=CC(=C1)C)[N+](=O)[O-])O